(4-(2-(1,3-dioxoisoquinolin-2-yl)ethyl)-1,4-diazacycloheptan-1-yl)-6,7-dimethoxyquinoline-3-carbonitrile O=C1N(C(CC2=CC=CC=C12)=O)CCN1CCN(CCC1)C1=NC2=CC(=C(C=C2C=C1C#N)OC)OC